sodium pelargonate C(CCCCCCCC)(=O)[O-].[Na+]